3,3'-m-Phenylenebis[1-(2-hydroxy-4-methoxyphenyl)-2-propene-1-one] C1(=CC(=CC=C1)C=CC(=O)C1=C(C=C(C=C1)OC)O)C=CC(=O)C1=C(C=C(C=C1)OC)O